(10-bromodecyl)-trimethylammonium bromide [Br-].BrCCCCCCCCCC[N+](C)(C)C